(3R)-tert-butyl 3-(hydroxymethyl)piperazine-1-carboxylate OC[C@H]1CN(CCN1)C(=O)OC(C)(C)C